CC1([C@H]2CN[C@H]([C@@H]12)N1C=CC2=CC=C(C=C12)F)C ((1R,2S,5S)-6,6-dimethyl-3-azabicyclo[3.1.0]hex-2-yl)-6-fluoro-1H-indol